COC(C1=C(C=CC(=C1)Cl)COC1=NC(=CC=C1)Cl)=O 5-chloro-2-[(6-chloro-2-pyridinyl)oxymethyl]benzoic acid methyl ester